6,7-difluoro-3-(1,2,5,6-tetrahydropyridin-3-yl)-1H-indole FC1=CC=C2C(=CNC2=C1F)C=1CNCCC1